N[C@H](CCCCN)C(=O)O D-(-)-lysine